2,4-Difluoro-N-(2-(furan-2-yl)-5-((methylamino)methyl)phenyl)benzenesulfonamide FC1=C(C=CC(=C1)F)S(=O)(=O)NC1=C(C=CC(=C1)CNC)C=1OC=CC1